C1(=CC=CC=C1)[C@H]1N(OCC1)C1=NC(=NC=C1C(F)(F)F)N[C@H]1CNCC1 4-((S)-3-phenylisoxazolidin-2-yl)-N-((R)-pyrrolidin-3-yl)-5-(trifluoromethyl)pyrimidin-2-amine